glyceryl methacrylate diisostearate C(CCCCCCCCCCCCCCC(C)C)(=O)O.C(CCCCCCCCCCCCCCC(C)C)(=O)O.C(C(=C)C)(=O)OCC(O)CO